tert-butyl-(2R,4R)-4-((6-((1-(tert-butyl)-5-methyl-1H-pyrazol-3-yl) amino)-4-chloro-3-fluoropyridin-2-yl) methyl)-1-(3-chloro-2-fluorobenzyl)-2-methylpiperidine-4-carboxylate C(C)(C)(C)OC(=O)[C@]1(C[C@H](N(CC1)CC1=C(C(=CC=C1)Cl)F)C)CC1=NC(=CC(=C1F)Cl)NC1=NN(C(=C1)C)C(C)(C)C